CC(CN1CC2(CS(C2)(=O)=O)CC1)CC1=CC=C(C=C1)C1(CC1)C 6-(2-Methyl-3-(4-(1-methylcyclopropyl)phenyl)propyl)-2-thia-6-azaspiro[3.4]octane 2,2-dioxide